β-methoxyethoxy ethyl ether C(C)OOCCOC